O=C1N(C2=CC=CC=C2C12CC2)C(=O)OC(C)(C)C tert-butyl 2'-oxospiro[cyclopropane-1,3'-indoline]-1'-carboxylate